(S)-2-(2-methyl-4-(pyridin-2-yl)piperazin-1-yl)pyrimidin-5-amine C[C@@H]1N(CCN(C1)C1=NC=CC=C1)C1=NC=C(C=N1)N